tert-butyl (S)-3-(((4-nitrophenoxy)carbonyl)amino)pyrrolidine-1-carboxylate [N+](=O)([O-])C1=CC=C(OC(=O)N[C@@H]2CN(CC2)C(=O)OC(C)(C)C)C=C1